(E)-3-chloro-4-(4-(fluorocarbonyl)styryl)phenyl sulfurofluoridate S(OC1=CC(=C(C=C1)\C=C\C1=CC=C(C=C1)C(=O)F)Cl)(=O)(=O)F